2,4-dioxo-3-aza-spiro[5.5]undecane-1,5-dinitrile O=C1C(C2(C(C(N1)=O)C#N)CCCCC2)C#N